(3-cyclobutylpropyl)-6-fluoro-8-hydroxy-4-oxo-4h-chromene-2-carboxamide C1(CCC1)CCCC1=C(OC2=C(C=C(C=C2C1=O)F)O)C(=O)N